Cl.NCCCCN(C1=C2CN(C(C2=CC=C1)=O)C1C(NC(CC1)=O)=O)CCCCC 3-(4-((4-aminobutyl)(pentyl)amino)-1-oxoisoindolin-2-yl)piperidine-2,6-dione hydrochloride